2-fluoro-2-phenylacetic acid methyl ester COC(C(C1=CC=CC=C1)F)=O